9,9-dimethoxy-2-acetoxynonane COC(CCCCCCC(C)OC(C)=O)OC